CC=1NC=C(N1)CC(=O)O methylimidazole-4-acetic acid